(E)-N'-(1-(2-fluorophenyl)propylidene)-4-methylbenzenesulfonohydrazide FC1=C(C=CC=C1)\C(\CC)=N\NS(=O)(=O)C1=CC=C(C=C1)C